The molecule is an anthrafuran that is 2,3-dihydroanthra[2,3-b]furan-5,10-dione substituted at positions 2, 4, 6 and 8 by hydroxy groups and at position 3 by a 2-acetoxyethyl group. An intermediate in the biosynthesis of aflatoxin. It has a role as a metabolite. It is an anthrafuran, a lactol, a polyphenol, an acetate ester and a palmitoyl amino acid. CC(=O)OCCC1C(OC2=C1C(=C3C(=C2)C(=O)C4=C(C3=O)C(=CC(=C4)O)O)O)O